COC(=O)[C@@H]1OC1 (R)-oxirane-2-carboxylic acid methyl ester